ClC1=C(N=C(N=N1)N[C@H]1CN(CCC1)CCC)C (R)-6-Chloro-5-methyl-N-(1-propylpiperidin-3-yl)-1,2,4-triazin-3-amine